ClC1=C(C(=CC=C1)F)N1C=2N(C3=C(C1=O)C=NC(=N3)NC3=CC(=C(C(=C3)Cl)N3CCN(CC3)C)Cl)CCN2 6-(2-chloro-6-fluorophenyl)-2-((3,5-dichloro-4-(4-methylpiperazin-1-yl)phenyl)amino)-8,9-dihydroimidazo[1,2-a]pyrimido[5,4-e]pyrimidin-5(6H)-one